C(CCCCCCCC)C=1C(C1)C(=O)O 2-nonyl-2-cyclopropene-1-carboxylic acid